NC(COC1=NC(=NC(=C1)C1=C(C=CC=C1C)C)NS(=O)(=O)C=1C=C(C(=O)O)C=CC1)CCC1(CC1)C 3-[[4-[2-Amino-4-(1-methylcyclopropyl)butoxy]-6-(2,6-dimethylphenyl)pyrimidin-2-yl]sulfamoyl]benzoic acid